1-(bromomethyl)-3-fluoro-5-(trifluoromethyl)benzene BrCC1=CC(=CC(=C1)C(F)(F)F)F